CC1=C(C=C(C(=C1)OC1=CC(=CC=C1)SC(C(F)(F)F)(F)F)C)N=CN(C)CC N'-(2,5-dimethyl-4-{3-[(pentafluoroethyl)thio]phenoxy}phenyl)-N-ethyl-N-methylformamidine